C(CCCC)OCCNCCCC=1NC=CN1 N-(2-(n-pentoxy)ethyl)-3-(imidazolyl)propan-1-amine